tert-butyl (2R,5R)-5-((2-(2,6-dioxo-1-((2-(trimethylsilyl)ethoxy) methyl)piperidin-3-yl)-1-oxoisoindolin-5-yl)oxy)-2-methylpiperidine-1-carboxylate O=C1N(C(CCC1N1C(C2=CC=C(C=C2C1)O[C@@H]1CC[C@H](N(C1)C(=O)OC(C)(C)C)C)=O)=O)COCC[Si](C)(C)C